CNC(=O)C=1OC=2N=C(N=C(C2N1)N1CCOCC1)N/N=C/C=1C=C(C=CC1)C N-methyl-7-morpholino-5-[(2E)-2-(m-tolylmethylene)hydrazino]oxazolo[5,4-d]pyrimidine-2-carboxamide